3-(4-(trifluoromethyl)phenyl)(5-(1,2,4-oxadiazolyl)nicotinoyl)piperazine-2-carbonitrile FC(C1=CC=C(C=C1)C1C(N(CCN1)C(C1=CN=CC(=C1)C1=NOC=N1)=O)C#N)(F)F